FC(\C(=C/C(=O)OC(=O)C=1SC=CC1)\C1=CC(=C(C(=C1)Cl)Cl)Cl)(F)F ((Z)-4,4,4-trifluoro-3-(3,4,5-trichlorophenyl)but-2-enoyl)thiophene-2-carboxylate